1-benzyl-3-ethyl-1H-2,1-benzothiazin-4(3H)-one 2,2-dioxide C(C1=CC=CC=C1)N1S(C(C(C2=C1C=CC=C2)=O)CC)(=O)=O